11,15-Dimethylpentacosane CC(CCCCCCCCCC)CCCC(CCCCCCCCCC)C